(4aR,8aS)-6-(3-(4-(3-Methylazetidin-1-yl)phenyl)azetidine-1-carbonyl)hexahydro-2H-pyrido[4,3-b][1,4]oxazin-3(4H)-one CC1CN(C1)C1=CC=C(C=C1)C1CN(C1)C(=O)N1C[C@@H]2[C@@H](OCC(N2)=O)CC1